2-(methylsulfinyl)-8-((tetrahydro-2H-pyran-4-yl)amino)pyrido[3,4-d]pyrimidine-6-carbonitrile CS(=O)C=1N=CC2=C(N1)C(=NC(=C2)C#N)NC2CCOCC2